OC1=CC=C2C(=CC(OC2=C1)=O)C(F)(F)F 7-hydroxy-4-(trifluoromethyl)coumarin